C(C)(C)(C)C(C[C@H](N)C(=O)[O-])C(=O)[O-] γ-tert-butyl-L-glutamate